C1(=CC(=CC=C1)C(=O)OC)C methyl m-toluate